2,4-di-tert-butyl-6-(5-chloro-benzotriazol-2-yl)phenol C(C)(C)(C)C1=C(C(=CC(=C1)C(C)(C)C)N1N=C2C(=N1)C=CC(=C2)Cl)O